2-((4-nitro-1H-pyrazol-3-yl)oxy)ethan-1-ol [N+](=O)([O-])C=1C(=NNC1)OCCO